FC(N1C2=C(C=3C=CC(=CC13)C=1C=C(C(=NC1)N1CCC(CC1)CCN1CCN(CC1)C=1C=C3C(N(C(C3=CC1F)=O)C1C(NC(CC1)=O)=O)=O)F)C=NC=C2)F 5-(4-(2-(1-(5-(5-(difluoromethyl)-5H-pyrido[4,3-b]indol-7-yl)-3-fluoropyridin-2-yl)piperidin-4-yl)ethyl)piperazin-1-yl)-2-(2,6-dioxopiperidin-3-yl)-6-fluoroisoindoline-1,3-dione